(E)-4-(1-imidazoylmethyl)cinnamic acid chloride N1C(=NC=C1)C(=O)CC1=CC=C(/C=C/C(=O)Cl)C=C1